6-fluoro-5-((triisopropylmethyl-Silyl)ethynyl)naphthalene-2-ol FC=1C(=C2C=CC(=CC2=CC1)O)C#C[SiH2]C(C(C)C)(C(C)C)C(C)C